ClC=1C=CC(=C(C#N)C1)F 5-chloro-2-fluoro-benzonitrile